2-(4,4-dimethyl-2-oxopyrrolidin-1-yl)acetamide CC1(CC(N(C1)CC(=O)N)=O)C